1-azido-2-naphthaldehyde N(=[N+]=[N-])C1=C(C=CC2=CC=CC=C12)C=O